3-(4,4-difluorocyclohexyl)-5-(2,5-difluorophenyl)pyridin-4-amine acetate C(C)(=O)O.FC1(CCC(CC1)C=1C=NC=C(C1N)C1=C(C=CC(=C1)F)F)F